N-[1-(hydroxymethyl)cyclopropyl]-2-methyl-5-[(4-methyl-1,3-thiazol-5-yl)methoxy]-1-benzothiophene-3-carboxamide OCC1(CC1)NC(=O)C1=C(SC2=C1C=C(C=C2)OCC2=C(N=CS2)C)C